N-((1R,5S,7R)-2-oxabicyclo[3.2.0]heptan-7-yl)-6-((3'-fluoro-2-oxo-2H-[1,2'-bipyridin]-3-yl)amino)-8-((methyl-d3)amino)imidazo[1,2-b]pyridazine-3-carboxamide [C@H]12OCC[C@@H]2C[C@H]1NC(=O)C1=CN=C2N1N=C(C=C2NC([2H])([2H])[2H])NC=2C(N(C=CC2)C2=NC=CC=C2F)=O